C1(CC1)N1N=CC(=C1)C=1C=C(C=CC1)N(C(=O)[C@@H]1CC[C@H](CC1)C(=O)O)C[C@@H]1CC[C@H](CC1)C1=CC(=C(C=C1)OC)C trans-4-((3-(1-Cyclopropyl-1H-pyrazol-4-yl)phenyl)((trans-4-(4-methoxy-3-methylphenyl)cyclohexyl)methyl)carbamoyl)cyclohex-anecarboxylic acid